2-methylglucarate C[C@@](C(=O)[O-])(O)[C@@H](O)[C@H](O)[C@H](O)C(=O)[O-]